C1(=CC=C(C=C1)C1=NC(=NC(=N1)C1=CC=CC=C1)OB(O)O)C1=CC=CC=C1 (4-([1,1'-biphenyl]-4-yl)-6-phenyl-1,3,5-triazin-2-yl)boric acid